C(CCCCC)C1=C(C=CC2=CC=CC=C12)C=C hexyl-2-vinylnaphthalene